1-((1-((2-(3,5-dichloro-phenyl)-6-((2-(4-(3-(methylsulfonyl)propyl)piperazin-1-yl)pyrimidin-5-yl)oxy)pyridin-4-yl)methyl)piperidin-4-yl)methyl)-3-methylurea ClC=1C=C(C=C(C1)Cl)C1=NC(=CC(=C1)CN1CCC(CC1)CNC(=O)NC)OC=1C=NC(=NC1)N1CCN(CC1)CCCS(=O)(=O)C